C1(CC1)S(=O)(=O)NC1=NC(=NC=C1)C1(CCN(CC1)S(=O)(=O)C)C(=O)NC1=NC=C(C=C1)C1=NC(=CN=C1)C1CC1 4-(4-(cyclopropanesulfonylamino)pyrimidin-2-yl)-N-(5-(6-cyclopropylpyrazin-2-yl)pyridin-2-yl)-1-(methylsulfonyl)piperidine-4-carboxamide